[methylenebis(2,6-diethyl-4,1-phenylene)]bis[2,2-dimethyl-propanamide] C(C1=CC(=C(C(=C1)CC)CC(C(=O)N)(C)C)CC)C1=CC(=C(C(=C1)CC)CC(C(=O)N)(C)C)CC